(3-(((2R,3S,4R,5R)-5-(6-chloro-4-(cyclopentylamino)-1H-pyrazolo[3,4-d]pyrimidin-1-yl)-3,4-dihydroxytetrahydrofuran-2-yl)methoxy)tetrahydrofuran-3-yl)phosphonic acid ClC1=NC(=C2C(=N1)N(N=C2)[C@H]2[C@@H]([C@@H]([C@H](O2)COC2(COCC2)P(O)(O)=O)O)O)NC2CCCC2